C[SH-]C(OCC1CC(CC1)O[Si](C)(C)C(C)(C)C)=S O-((3-((tert-butyldimethylsilyl) oxy) cyclopentyl) methyl) S-methyldithiocarbonate